N[C@@H](C(C)C)C(=O)N[C@@H](C)C(=O)N[C@@H](CCCCN)C(=O)N[C@@H](CCCCN)C(=O)N1[C@@H](CCC1)C(=O)N[C@@H](CCCCN)C(=O)O N2-[1-[N2-[N2-(N-L-valyl-L-alanyl)-L-lysyl]-L-lysyl]-L-prolyl]-L-Lysine